1-((5-Chloro-1-ethyl-3-(5-methylisoxazol-3-yl)-1H-pyrazol-4-yl)methyl)-N-(3,3-dimethylbutyl)azepan-3-amine ClC1=C(C(=NN1CC)C1=NOC(=C1)C)CN1CC(CCCC1)NCCC(C)(C)C